4-(tert-butoxymethyl)-6-(difluoromethyl)-3-methoxypyridazine C(C)(C)(C)OCC1=C(N=NC(=C1)C(F)F)OC